(1s,2s)-2-fluoro-N-(6-(3-fluoro-2-hydroxyphenyl)imidazo[1,2-a]pyridin-2-yl)cyclopropanecarboxamide F[C@@H]1[C@@H](C1)C(=O)NC=1N=C2N(C=C(C=C2)C2=C(C(=CC=C2)F)O)C1